6-((tert-butoxycarbonyl)amino)-5,5-difluorohexanoic acid methyl ester COC(CCCC(CNC(=O)OC(C)(C)C)(F)F)=O